6-chloro-7-methylpyrido[2,3-b]pyrazine ClC=1C(=CC=2C(=NC=CN2)N1)C